N1C[C@H](OCC1)C1=CC=C(C=C1)NC(=O)C=1N=C(SC1)C1=NC=CN=C1 |r| (RS)-N-(4-(Morpholin-2-yl)-phenyl)-2-(pyrazin-2-yl)-thiazol-4-carboxamid